OCCN(C(=O)CNC(=O)C1=CC2=C(N(C(=N2)NC=2SC3=C(N2)C=CC(=C3)Cl)C)C=C1)C 2-(6-Chloro-benzothiazol-2-ylamino)-1-methyl-1H-benzoimidazole-5-carboxylic acid {[(2-hydroxy-ethyl)-methyl-carbamoyl]-methyl}-amide